phosphorus dithiophosphate P(=S)([S-])([O-])[O-].[P+3]